IC=1C=2N(C(=NC1)N1CCC3(CC1)[C@](C=1C(=NC=CC1)C3)([2H])N[S@](=O)C(C)(C)C)C=CN2 (R)-N-((S)-1'-(8-iodoimidazo[1,2-c]pyrimidin-5-yl)-5,7-dihydrospiro[cyclopenta[b]pyridine-6,4'-piperidine]-5-yl-5-d)-2-methylpropane-2-sulfinamide